5-(2-fluoro-6-methoxyphenyl)-3-(1-methyl-1H-pyrazol-4-yl)-1H-pyrazolo[4,3-c]pyridazin-6(5H)-one FC1=C(C(=CC=C1)OC)N1N=C2C(=CC1=O)NN=C2C=2C=NN(C2)C